(3E)-14,14-dibutoxy-3-tetradecene-1-ol C(CCC)OC(CCCCCCCCC/C=C/CCO)OCCCC